(7R,8R,9R)-2,3-Dimethyl-8-hydroxy-7-methoxy-9-phenyl-7,8,9,10-tetrahydro-imidazo[1,2-h][1,7]naphthyridine CC=1N=C2N(C=CC=3[C@H]([C@@H]([C@H](NC23)C2=CC=CC=C2)O)OC)C1C